C(CCC)C(CC(C(C(=O)[O-])S(=O)(=O)O)(C(=O)[O-])CC(CCCCCC)CCCC)CCCCCC.[Na+].[Na+] sodium di(2-butyloctyl)sulfosuccinate